N1C=NC(=C1)C1=CC=C(OCC2=CC=NN2C(C)C)C=C1 5-((4-(1H-imidazol-4-yl)phenoxy)methyl)-1-isopropyl-1H-pyrazole